1-((2S,3S)-2-hydroxy-3-((3R,5R,8R,9S,10S,13S,14S,17R)-3-hydroxy-10,13-dimethyl-3-(trifluoromethyl)hexadecahydro-1H-cyclopenta[a]phenanthren-17-yl)butyl)pyrrolidin-2-one O[C@H](CN1C(CCC1)=O)[C@@H](C)[C@H]1CC[C@H]2[C@@H]3CC[C@@H]4C[C@](CC[C@@]4([C@H]3CC[C@]12C)C)(C(F)(F)F)O